(E)-1-(3-(1-(pyridin-2-yl)piperidin-4-yl)acryloyl)-5,6-dihydropyridin-2(1H)-one N1=C(C=CC=C1)N1CCC(CC1)/C=C/C(=O)N1C(C=CCC1)=O